(S)-pyridinedicarboxylic acid N1=C(C(=CC=C1)C(=O)O)C(=O)O